ClC1=C(C(=CC=C1Cl)O)[C@H]1C[C@@H]2N(C(CN(C2)C2CCNCC2)=O)C1 (7R,8aS)-7-(2,3-dichloro-6-hydroxyphenyl)-2-(piperidin-4-yl)-hexahydropyrrolo[1,2-a]pyrazin-4-one